OCCNCCCCCC(=O)OCCC(CCCCCC)CCCCCC 3-hexylnonyl 6-((2-hydroxyethyl)amino)hexanoate